(2,2-difluoro-1-phenylcyclopropyl)[(3S)-3-{[6-methyl-5-(1-methyl-1H-imidazol-4-yl)pyridin-2-yl]amino}pyrrolidin-1-yl]methanone FC1(C(C1)(C1=CC=CC=C1)C(=O)N1C[C@H](CC1)NC1=NC(=C(C=C1)C=1N=CN(C1)C)C)F